N-[6-(6-amino-5-chloropyridin-3-yl)quinolin-4-yl]prop-2-enamide NC1=C(C=C(C=N1)C=1C=C2C(=CC=NC2=CC1)NC(C=C)=O)Cl